C(C)OC(C(C)(C)OC1=C(C=C(C=C1C)CN1N=CN(C1=O)C1=CC=C(C=C1)OC(F)(F)F)Cl)=O 2-(2-Chloro-6-methyl-4-((5-oxo-4-(4-(trifluoromethoxy)phenyl)-4,5-dihydro-1H-1,2,4-triazol-1-yl)methyl)phenoxy)-2-methylpropionic acid ethyl ester